S1C(=NC=C1)P 2-thiazolylphosphine